N1C=NC2=C1C(=CS2)C(=O)OC methyl 1H-thieno[2,3-d]imidazole-6-carboxylate